2-(6-(((1R,4R,5R,6S)-6-fluoro-1,2,4-trimethyl-2-azabicyclo[2.2.2]octan-5-yl)(methyl)amino)pyridazin-3-yl)-5-(1H-1,2,3-triazol-1-yl)phenol F[C@H]1[C@@H]([C@]2(CN([C@@]1(CC2)C)C)C)N(C2=CC=C(N=N2)C2=C(C=C(C=C2)N2N=NC=C2)O)C